4-(4-(4-(4-hydroxybut-1-yn-1-yl)phenyl)piperidin-1-yl)-2-(trifluoromethyl)benzonitrile OCCC#CC1=CC=C(C=C1)C1CCN(CC1)C1=CC(=C(C#N)C=C1)C(F)(F)F